[Ni](Cl)Cl.C1(=CC=CC=C1)P([C-]1C=CC=C1)C1=CC=CC=C1.[C-]1(C=CC=C1)P(C1=CC=CC=C1)C1=CC=CC=C1.[Fe+2] 1,1'-bis(diphenylphosphino)ferrocene nickel dichloride